(2S,4r)-1-(2-(5-(difluoromethyl)-1,3,4-oxadiazol-2-yl)acetyl)-4-fluoro-N-((S)-(5-isopropyl-4-methylpyridin-2-yl)(phenyl)methyl)pyrrolidine-2-carboxamide FC(C1=NN=C(O1)CC(=O)N1[C@@H](C[C@H](C1)F)C(=O)N[C@@H](C1=CC=CC=C1)C1=NC=C(C(=C1)C)C(C)C)F